FC=1C(=NC(=NC1)NC1=CC=C(C=C1)N1CCN(CC1)C)NCCCCC(=O)NO 5-((5-fluoro-2-((4-(4-methylpiperazin-1-yl)phenyl)amino)pyrimidin-4-yl)amino)-N-hydroxypentanamide